N-indolyl carbonate C(ON1C=CC2=CC=CC=C12)([O-])=O